(2S)-1-iodo-2-(2-iodoethoxy)propane (R)-1-phenylethyl-(4-(6-methoxy-5-(methylsulfonamido)pyridin-2-yl)-1-methyl-1H-1,2,3-triazol-5-yl)carbamate C1(=CC=CC=C1)[C@@H](C)N(C(O)=O)C1=C(N=NN1C)C1=NC(=C(C=C1)NS(=O)(=O)C)OC.IC[C@H](C)OCCI